(R)-2-amino-4-(2-amino-5-propylphenyl)-4-oxobutanoic acid N[C@@H](C(=O)O)CC(=O)C1=C(C=CC(=C1)CCC)N